IC1=C(CCNS(=O)(=O)C=2C=CC3=C(C(=C(O3)C(=O)O)C)C2)C=CC=C1 5-(N-(2-iodophenethyl)sulfamoyl)-3-methylbenzofuran-2-carboxylic acid